phenyl-propyl-malonic acid dicyclohexyl ester C1(CCCCC1)OC(C(C(=O)OC1CCCCC1)(CCC)C1=CC=CC=C1)=O